N-(1'-(2-(1,1-difluoroethyl)-6-pentylpyrimidin-4-yl)-1',2'-dihydrospiro[cyclopropane-1,3'-pyrrolo[3,2-c]pyridin]-6'-yl)acetamide FC(C)(F)C1=NC(=CC(=N1)N1CC2(C=3C=NC(=CC31)NC(C)=O)CC2)CCCCC